C1(CCCC1)OC=1C=C(C=CC1C=1NC(C2=C(N1)NN=N2)=O)C=2C=CC(=NC2)C(=O)O 5-(3-(Cyclopentyloxy)-4-(7-oxo-6,7-dihydro-3H-[1,2,3]triazolo[4,5-d]pyrimidin-5-yl)phenyl)picolinic acid